C(C)OC(COC1=NN(C(=C1)C=1C=NC(=CC1)F)C1=NC=CN=C1)=O.CC1=CC2=C(N=NN(C2=O)CC(=O)N[C@@H](C)C2=CC=C(C=C2)OC)C(=C1)C (S)-2-(6,8-dimethyl-4-oxobenzo[d][1,2,3]triazin-3(4H)-yl)-N-(1-(4-methoxyphenyl)ethyl)acetamide Ethyl-{[5-(6-fluoropyridin-3-yl)-1-(pyrazin-2-yl)-1H-pyrazol-3-yl]oxy}acetat